di-(n-heptyl)amine C(CCCCCC)NCCCCCCC